(3-methoxy-4-(4-methylpiperazin-1-yl)phenyl)-4-((2-methyl-4-phenylthiazol-5-yl)oxy)pyridin-2-amine COC=1C=C(C=CC1N1CCN(CC1)C)C=1C(=NC=CC1OC1=C(N=C(S1)C)C1=CC=CC=C1)N